NC1=NC(=CC(=N1)N1C(COCCC1)C1=C(C=C(C=C1)NC(=O)C1(COCC1)F)Cl)C (+/-)-N-(4-(4-(2-amino-6-methylpyrimidin-4-yl)-1,4-oxazepan-3-yl)-3-chlorophenyl)-3-fluorotetrahydrofuran-3-carboxamide